1-(5-(3-chloro-5-fluorobenzyl)octa-hydropyrrolo[3,4-c]pyrrole-2-carbonyl)-1H-pyrazole-3-carboxylic acid ClC=1C=C(CN2CC3C(C2)CN(C3)C(=O)N3N=C(C=C3)C(=O)O)C=C(C1)F